ClC=1N=C(C2=C(N1)C(=C(S2)C=O)C)N2CCOCC2 2-chloro-7-methyl-4-(morpholin-4-yl)thieno[3,2-d]pyrimidine-6-carbaldehyde